ethyl cis-7-fluoro-5-propyl-6,7-dihydro-5H-pyrrolo[1,2-b][1,2,4]triazole-2-carboxylate F[C@H]1C[C@H](N2N=C(N=C21)C(=O)OCC)CCC